N-(2-chloro-5,6-difluoro-3-nitrophenyl)isobutyramide methyl-5-bromo-1H-benzo[d]imidazole-7-carboxylate COC(=O)C1=CC(=CC2=C1NC=N2)Br.ClC2=C(C(=C(C=C2[N+](=O)[O-])F)F)NC(C(C)C)=O